4-((S)-2-((S)-2-(2-((3-(3,5-diacryl-1,3,5-triazin-1-yl)-3-oxopropyl)mercapto)acetylamino)-3-methylbutanoylamino)-5-ureidopentanoylamino)benzyl-(4-nitrobenzene) carbonate C(O)(O)=O.C(=O)(C=C)N1CN(CN(C1)C(=O)C=C)C(CCSCC(=O)N[C@H](C(=O)N[C@H](C(=O)NC1=CC=C(CC2=CC=C(C=C2)[N+](=O)[O-])C=C1)CCCNC(=O)N)C(C)C)=O